CN(C\C=C/C(=O)O)C (Z)-4-(dimethylamino)but-2-enoic acid